6-(2,6-Dimethylphenyl)-2,2-dioxo-spiro[9-oxa-2λ6-thia-3,5,12,19-tetrazatricyclo[12.3.1.14,8]nonadeca-1(18),4(19),5,7,14,16-hexaene-11,4'-piperidine]-13-one CC1=C(C(=CC=C1)C)C1=NC=2NS(C=3C=CC=C(C(NC4(CCNCC4)COC(=C1)N2)=O)C3)(=O)=O